N-((1R,2R)-2-aminocyclohexyl)-4-(1H-pyrrolo[2,3-b]pyridin-4-yl)-3,4-dihydro-2H-1,4-thiazine-6-carboxamide hydrochloride Cl.N[C@H]1[C@@H](CCCC1)NC(=O)C1=CN(CCS1)C1=C2C(=NC=C1)NC=C2